CC1=CNC=2CC(CC(C12)=O)(C)C 3,6,6-trimethyl-1,5,6,7-tetrahydro-4H-indol-4-one